CCCCCCCCCCCCCCCCC(CO)O The molecule is a glycol that is octadecane bearing two hydroxy substituents located at positions 1 and 2. It derives from an octadecane.